4-((4-fluorobenzyl)oxy)pyrrolidine-2-carboxamide FC1=CC=C(COC2CC(NC2)C(=O)N)C=C1